C(C)(C)(C)C1CCN(CC1)C(=O)NC1=CC(=C(C(=C1)C=1N=NNN1)C=1C=NC(=CC1)C(F)(F)F)F 4-(tert-butyl)-N-(3-fluoro-5-(2H-tetrazol-5-yl)-4-(6-(trifluoromethyl)pyrid-3-yl)phenyl)piperidine-1-carboxamide